N-cyclohexyl-3,4-dichlorobenzamide C1(CCCCC1)NC(C1=CC(=C(C=C1)Cl)Cl)=O